FC1=CC=C(C=C1)C=1C=2N(C(=CN1)S(=O)(=O)C1=CC=C(C)C=C1)C=CN2 8-(p-fluorophenyl)-5-(p-toluenesulfonyl)imidazo[1,2-a]pyrazine